(3-((5-fluoro-2-(4-methoxy-1-methyl-1H-pyrazol-5-yl)pyridin-4-yl)oxy)azetidin-1-yl)methanone FC=1C(=CC(=NC1)C1=C(C=NN1C)OC)OC1CN(C1)C=O